COC1=CC=C(C=C1)C1OC(=CC(=C1)C1=CC=C(C=C1)OC)C1=CC=C(C=C1)OC 2,4,6-tris(4-methoxyphenyl)pyran